2-(6-methoxy-1,5-naphthyridin-4-yl)-1h,5h,6h,7h-pyrrolo[3,2-c]Pyridin-4-one COC=1N=C2C(=CC=NC2=CC1)C1=CC=2C(NCCC2N1)=O